4-formylmorpholine C(=O)N1CCOCC1